C(C=CC=CC=CC=CCCCCCCCCCCCCC)(=O)C(C(=O)Cl)=CC=CC=CC=CCCCCCCCCCCCCC Docosatetraenoyl-Docosatetraenoyl chloride